benzothiazoleNon S1(N=CC2=C1C=CC=C2)=O